cis-2-methyl-2-(trifluoromethyl)cyclopropan-1-amine C[C@]1([C@@H](C1)N)C(F)(F)F